N=1COC=C2C1C=CC=C2 benzo[d][1,3]oxazine